1,6-hexanediol biscyanoacrylate C(#N)C(=CC(=O)OCCCCCCO)C#N